BrC1=C(C=C(C=C1)F)OCCC(OCC)OCC 1-Bromo-2-(3,3-diethoxypropoxy)-4-fluorobenzene